6-Chloro-3-(((R)-1-(4-methyl-6-((S)-2-oxo-4-(pyridin-4-ylmethyl)oxazolidin-3-yl)pyridin-2-yl)ethyl)amino)picolinic acid ClC1=CC=C(C(=N1)C(=O)O)N[C@H](C)C1=NC(=CC(=C1)C)N1C(OC[C@@H]1CC1=CC=NC=C1)=O